bis(4-(3-methyl-5-(trifluoromethyl)-1H-pyrazol-1-yl)phenyl)methanol CC1=NN(C(=C1)C(F)(F)F)C1=CC=C(C=C1)C(O)C1=CC=C(C=C1)N1N=C(C=C1C(F)(F)F)C